5-Amino-3-[2-[4-[2-fluoro-4-(2-methoxyethoxy)phenyl]piperazin-1-yl]ethyl]-8-isothiazol-5-yl-1-methyl-[1,2,4]triazolo[5,1-f]purin-2-one NN1C=NC(=C2N3C(N=C12)N(C(N3C)=O)CCN3CCN(CC3)C3=C(C=C(C=C3)OCCOC)F)C3=CC=NS3